C[C@@]12CC[C@@H]3[C@H](CC3(C)C)C(=C)CC[C@H]1O2 β-Caryophyllene oxide